ClC=1C=C2C(=CC(=NC2=CC1)C(F)(F)F)N[C@@H]1C[C@@H](CCC1)NC(=O)C=1C=NN(C1)CC(C)C N-[(1R,3S)-3-{[6-chloro-2-(trifluoromethyl)quinolin-4-yl]amino}cyclohexyl]-1-(2-methylpropyl)-1H-pyrazole-4-carboxamide